({6-[(1,3-benzothiazol-2-yl)amino]-4-(ethoxymethyl)-5-methylpyridazin-3-yl}amino)-1,3-thiazole-4-carboxylic acid S1C(=NC2=C1C=CC=C2)NC2=C(C(=C(N=N2)NC=2SC=C(N2)C(=O)O)COCC)C